sodium allyl-decyl alcohol C(C=C)CCCCCCCCCCO.[Na]